NCCNCCC[Si](OCC)(OCC)C 3-(2-aminoethyl-amino)propyl-methyl-diethoxysilane